ethyl (S)-6-bromo-3-(1-((tert-butoxycarbonyl)amino)-1,3-dihydrospiro[indene-2,4'-piperidine]-1'-yl)-5-methylpyrazine-2-carboxylate BrC1=C(N=C(C(=N1)C(=O)OCC)N1CCC2(CC1)[C@@H](C1=CC=CC=C1C2)NC(=O)OC(C)(C)C)C